2-[1-[4-[6-(cyclopropylmethoxy)-2-pyridyl]-2,6-difluoro-phenyl]azetidin-3-yl]acetic acid C1(CC1)COC1=CC=CC(=N1)C1=CC(=C(C(=C1)F)N1CC(C1)CC(=O)O)F